(S)-2-(((5-((4-(3-((2-(1-hydroxyethyl)-1H-imidazol-1-yl)methyl)isoxazol-5-yl)phenyl)ethynyl)pyridin-2-yl)methyl)amino)acetamide O[C@@H](C)C=1N(C=CN1)CC1=NOC(=C1)C1=CC=C(C=C1)C#CC=1C=CC(=NC1)CNCC(=O)N